OC(C[C@H](N)C(=O)O)C(=O)O 4-hydroxyglutamic acid